FC1(CCN(CC1)CC1CCN(CC1)C(=O)N1C[C@@H]2[C@@H](OCC(N2)=O)CC1)F (4aR,8aS)-6-[4-[(4,4-difluoro-1-piperidyl)methyl]piperidine-1-carbonyl]-4,4a,5,7,8,8a-hexahydropyrido[4,3-b][1,4]oxazin-3-one